COC1=CC=C(/C=C/C=2NC3=NC=NC(=C3N2)N)C=C1 (E)-8-(4-methoxystyryl)-9H-purin-6-amine